prolyl-leucyl-glycinamide N1[C@@H](CCC1)C(=O)N[C@@H](CC(C)C)C(=O)NCC(=O)N